6-(((3S,4S)-4-hydroxytetrahydrofuran-3-yl)oxy)-4-(6-(piperazin-1-yl)pyridin-3-yl)pyrazolo[1,5-a]pyridine-3-carbonitrile hydrochloride Cl.O[C@@H]1[C@H](COC1)OC=1C=C(C=2N(C1)N=CC2C#N)C=2C=NC(=CC2)N2CCNCC2